2,5-dimethyl-1,4-divinyl-benzene tert-butyl-((3-methyl-2-(pyridin-2-yl)-1H-indol-5-yl)methyl)carbamate C(C)(C)(C)N(C(O)=O)CC=1C=C2C(=C(NC2=CC1)C1=NC=CC=C1)C.CC1=C(C=C(C(=C1)C=C)C)C=C